C(C)(=O)N1[C@@H]2CN([C@H](C1)C2)CCOC2=CC=C(C=C2)NC(NCC(=O)NC2=CC=C(C=C2)N[C@@H]2C[C@@H](N(C1=CC=CC=C21)C(CC)=O)C)=O 2-(3-(4-(2-((1S,4S)-5-acetyl-2,5-diazabicyclo[2.2.1]heptan-2-yl)ethoxy)phenyl)ureido)-N-(4-(((2S,4R)-2-methyl-1-propionyl-1,2,3,4-tetrahydroquinolin-4-yl)amino)phenyl)acetamide